CC(CCCCCC)CCCCCC(CCCCCCCCCCCCCCCCCCCCCCCC)C 7,13-Dimethylheptatriacontane